3-Bromo-5-(dimethylacetamido)aniline BrC=1C=C(N)C=C(C1)NC(C(C)C)=O